trimellitic acid dioleate C(CCCCCCC\C=C/CCCCCCCC)(=O)O.C(CCCCCCC\C=C/CCCCCCCC)(=O)O.C(C=1C(C(=O)O)=CC(C(=O)O)=CC1)(=O)O